1,2-bis(dicyclohexylphosphino)ethane tert-butyl-4-(4-(6-amino-2-fluoro-5-(7-fluoro-1-oxo-1,2,3,4-tetrahydroisoquinolin-6-yl)pyridin-3-yl)phenyl)piperazine-1-carboxylate C(C)(C)(C)OC(=O)N1CCN(CC1)C1=CC=C(C=C1)C=1C(=NC(=C(C1)C=1C=C2CCNC(C2=CC1F)=O)N)F.C1(CCCCC1)P(CCP(C1CCCCC1)C1CCCCC1)C1CCCCC1